N-[trans-4-(4,7-diamino-5,5-dimethyl-6-oxo-benzo[h]quinazolin-8-yl)oxycyclohexyl]carbamic acid tert-butyl ester C(C)(C)(C)OC(N[C@@H]1CC[C@H](CC1)OC=1C=CC2=C(C(C(C=3C(=NC=NC23)N)(C)C)=O)C1N)=O